methoxy-N-(2-(2,6-dioxopiperidin-3-yl)-3-oxoisoindolin-5-yl)benzamide COC1=C(C(=O)NC=2C=C3C(N(CC3=CC2)C2C(NC(CC2)=O)=O)=O)C=CC=C1